1-[(1,1-dimethylethoxy)carbonyl]-N-[(9H-fluoren-9-ylmethoxy)carbonyl]-N-methyl-L-tryptophan CC(C)(OC(=O)N1C=C(C[C@H](N(C)C(=O)OCC2C3=CC=CC=C3C=3C=CC=CC23)C(=O)O)C2=CC=CC=C12)C